2,5-dimethyl-1,7-diamino-octane CC(CN)CCC(CC(C)N)C